2-(6-(hydroxymethyl)-2,2,7-trimethyl-2H-chromen-5-yloxy)-1-(2-(benzyloxy)-4-ethoxyphenyl)ethanone OCC=1C(=C2C=CC(OC2=CC1C)(C)C)OCC(=O)C1=C(C=C(C=C1)OCC)OCC1=CC=CC=C1